COC1=NC(=NC(=C1)C=1OC=CN1)N 4-methoxy-6-(1,3-oxazol-2-yl)pyrimidin-2-amine